4-(cyclopentyloxy)aniline C1(CCCC1)OC1=CC=C(N)C=C1